Cl.Cl.N[C@@H](COC1=C(C=2C=C(C=NC2C=C1)F)C(=O)OCC1=CC=CC=C1)CC1=NC(=C(C=C1)F)Cl benzyl (R)-6-(2-amino-3-(6-chloro-5-fluoropyridin-2-yl)propoxy)-3-fluoroquinoline-5-carboxylate dihydrochloride